C(C(=O)O)(=O)O.[Sn] tin oxalic acid